5'-adenylyl sulfate S(=O)(=O)(OP(OC[C@@H]1[C@H]([C@H]([C@@H](O1)N1C=NC=2C(N)=NC=NC12)O)O)(=O)O)[O-]